6-[4-[4-(dimethoxymethyl)-1-piperidyl]phenyl]-1-fluoro-3-tetrahydropyran-2-yl-9,10-dihydro-8H-cyclohepta[e]indazole COC(C1CCN(CC1)C1=CC=C(C=C1)C1=CCCCC=2C=3C(=NN(C3C=CC21)C2OCCCC2)F)OC